FC1C(NC(NC1)=O)=O 5,6-dihydro-5-fluorouracil